N-((6-(4-fluorophenyl)-2-(pyrrolidin-1-yl)pyridin-3-yl)methyl)methanesulfonamide FC1=CC=C(C=C1)C1=CC=C(C(=N1)N1CCCC1)CNS(=O)(=O)C